5-(2-fluoro-4-((5-methoxypyridin-3-yl)methoxy)phenyl)-4-(2-methoxyethoxy)-N-(4-((4-methylpiperazin-1-yl)methyl)phenyl)-7H-pyrrolo[2,3-d]pyrimidin-2-amine FC1=C(C=CC(=C1)OCC=1C=NC=C(C1)OC)C1=CNC=2N=C(N=C(C21)OCCOC)NC2=CC=C(C=C2)CN2CCN(CC2)C